C1(=CC=CC=C1)C(CNC(=O)[C@@H]1CN(CC[C@H]1NC(=O)C1=NOC(=C1)C1=C(C=C(C=C1)F)F)C1CCCCC1)C (3R,4R)-1-cyclohexyl-4-{[5-(2,4-difluoro-phenyl)-isoxazole-3-carbonyl]-amino}-piperidine-3-carboxylic acid (2-phenyl-propyl)-amide